(5-(3-chlorobenzyloxy)pyridin-2-yl)-1-methyl-6-oxo-1,6-dihydropyridazine-3-carboxamide ClC=1C=C(COC=2C=CC(=NC2)C=2C(=NN(C(C2)=O)C)C(=O)N)C=CC1